6-chloro-8-fluoro-7-(8-chloro-7-fluoronaphthalen-1-yl)-2-((((2S,4R)-4-fluoro-1-methylpyrrolidin-2-yl)methoxy)quinazolin-4-ylpiperazin-2-yl)acetonitrile ClC1CNCC(N1C1=NC=NC2=C(C(=CC=C12)C1=CC=CC2=CC=C(C(=C12)Cl)F)F)(CC#N)OC[C@H]1N(C[C@@H](C1)F)C